2-bromo-9-(3-tert-butyl-2-pyridinyl)-9H-carbazole BrC1=CC=2N(C3=CC=CC=C3C2C=C1)C1=NC=CC=C1C(C)(C)C